C1(=CC=C(C=C1)C1=NC(=NC(=N1)N1C=2C=CC=CC2C=2C1=C1N(C3=CC=CC=C3C1=CC2)C2=CC=CC=C2)N2C=1C=CC=CC1C=1C2=C2N(C3=CC=CC=C3C2=CC1)C1=CC=CC=C1)C1=CC=CC=C1 12,12'-(6-([1,1'-biphenyl]-4-yl)-1,3,5-triazine-2,4-diyl)bis(11-phenyl-11,12-dihydroindolo[2,3-a]carbazole)